C1(CC1)C=1C=C(OC=2C(=NC=3N(C2)C=CN3)C(=O)NCCC3=C(C=C(C=C3)Cl)Cl)C=CC1 6-(3-cyclopropylphenoxy)-N-[2-(2,4-dichlorophenyl)ethyl]imidazo[1,2-a]pyrimidine-7-carboxamide